C(CCCCCCCCCCCCC(=O)O)(=O)O 1,14-tetradecanedioic acid